CC([C@@H](C1=NC=2C(=NC(=CC2N2CCOCC2)N/N=C(\C)/C=2C=C(C=CC2)C)N1C)NC(C)=O)C (S,E)-N-(2-methyl-1-(3-methyl-7-morpholino-5-(2-(1-(m-tolyl)ethylidene)hydrazinyl)-3H-imidazo[4,5-b]pyridin-2-yl)propyl)acetamide